CC(CC(C)C(COCCC[Si](CCO)(CC)CC)CCC(CC(C)(C)C)C)(C)C 2-((3-((2-(4,4-dimethylpentan-2-yl)-5,7,7-trimethyloctyl)oxy)propyl)diethylsilyl)ethanol